5,6-difluoro-2,3-dihydro-1H-inden-2-yl-acetic acid tert-butyl ester C(C)(C)(C)OC(CC1CC2=CC(=C(C=C2C1)F)F)=O